ClC1=CC(=C(C=C1)C(=O)N1CCC(CC1)(F)F)C1=NN(C=C1)C(C)C [4-chloro-2-(1-propan-2-ylpyrazol-3-yl)phenyl]-(4,4-difluoropiperidin-1-yl)methanone